NC=1C=2N(C3=CC(=C(C=C3N1)F)C(=O)N(CC1=NC=C(C=C1)C(F)(F)F)C=1C=NN(C1)C1=CC=CC=C1)C=NC2 4-amino-7-fluoro-N-(1-phenyl-1H-pyrazol-4-yl)-N-((5-(trifluoromethyl)pyridin-2-yl)methyl)imidazo[1,5-a]quinoxaline-8-carboxamide